5-Amino-3-[4-[2-[[3-(2,2-dimethylpropyl)isoxazol-5-yl]amino]-1-methyl-2-oxo-ethyl]phenyl]-1-[2,2,2-trifluoro-1-(trideuteriomethyl)ethyl]pyrazole-4-carboxamide NC1=C(C(=NN1C(C(F)(F)F)C([2H])([2H])[2H])C1=CC=C(C=C1)C(C(=O)NC1=CC(=NO1)CC(C)(C)C)C)C(=O)N